N-(4-(2,4-difluorophenoxy)-3-(1-methyl-5-(methylamino)-6-oxo-1,6-dihydropyridin-3-yl)phenyl)acrylamide FC1=C(OC2=C(C=C(C=C2)NC(C=C)=O)C2=CN(C(C(=C2)NC)=O)C)C=CC(=C1)F